benzyl (4-((4-(2-(2,6-dioxopiperidin-3-yl)-6-fluoro-1-oxoisoindolin-4-yl)-piperazin-1-yl)methyl)phenyl)carbamate O=C1NC(CCC1N1C(C2=CC(=CC(=C2C1)N1CCN(CC1)CC1=CC=C(C=C1)NC(OCC1=CC=CC=C1)=O)F)=O)=O